C(CCCCCCCCCCCCCCCCC)N1C(N(C(NC1=O)=O)CCCCCCCCCCCCCCCCCC)=O distearyl-cyanuric acid